(4-((5-chloro-4-(1-methyl-1H-pyrazol-4-yl)pyrimidin-2-yl)amino)-3-methoxyphenyl)(3-morpholinoazetidin-1-yl)methanone ClC=1C(=NC(=NC1)NC1=C(C=C(C=C1)C(=O)N1CC(C1)N1CCOCC1)OC)C=1C=NN(C1)C